2-methoxy-5-[1-(thiazol-2-yl)ethyl]aniline COC1=C(N)C=C(C=C1)C(C)C=1SC=CN1